7-(difluoromethoxy)-4-(6-(difluoromethyl)-5-methylpyridin-3-yl)-8-fluoro-1,2,2-trimethyl-1,2-dihydroquinazoline FC(OC1=CC=C2C(=NC(N(C2=C1F)C)(C)C)C=1C=NC(=C(C1)C)C(F)F)F